OC(C)C=1C=NC(=NC1)C(=O)N[C@@H]1CN(CC1)C=1C=2N(C=CN1)C=CC2 5-(1-hydroxyethyl)-N-[(3S)-1-pyrrolo[1,2-a]pyrazin-1-ylpyrrolidin-3-yl]pyrimidine-2-carboxamide